3',7'-bis(diethylamino)-N-(2-(2,5-dioxo-2,5-dihydro-1H-pyrrol-1-yl)ethyl)-5-(methylthio)-3-oxo-3H-dispiro[isobenzofuran-1,10'-dibenzo[b,e]siline-5',1''-silinane]-6-carboxamide C(C)N(C=1C=CC2=C(C1)[Si]1(CCCCC1)C1=C(C23OC(C2=CC(=C(C=C23)C(=O)NCCN2C(C=CC2=O)=O)SC)=O)C=CC(=C1)N(CC)CC)CC